pyrrolidin-2-ylmethanol N1C(CCC1)CO